C1(CC1)C1=CC=C(C=C1)NC(=O)[C@@H]1N(C[C@@H](C1)F)C(=O)OC(C)(C)C tert-butyl (2R,4R)-2-((4-cyclopropylphenyl)carbamoyl)-4-fluoropyrrolidine-1-carboxylate